N1CCC(CC1)OC1=CC=C(COC2(CCCC3=CC=CC=C23)C(=O)[O-])C=C1 ((4-(piperidin-4-yloxy)benzyl)oxy)-1,2,3,4-tetrahydronaphthalene-1-carboxylate